2-(4-methylbenzoyl)benzoic acid CC1=CC=C(C(=O)C2=C(C(=O)O)C=CC=C2)C=C1